C[C@]1(CC2=CC=C(C=C2C1)C)CO |r| (+-)-2,5-dimethyl-2-indanemethanol